FCC=1C=C(C=CC1B1OC(C(O1)(C)C)(C)C)NC(C(=C)C)=O N-(3-(fluoromethyl)-4-(4,4,5,5-tetramethyl-1,3,2-dioxaborolan-2-yl)phenyl)methacrylamide